FC(C1=CC(=NC=C1)NC(=O)C=1C=2C[C@@H]3[C@H](C2N(N1)C1=C(C=C(C=C1)F)F)C3)(F)F (1aR,5aR)-2-(2,4-Difluoro-phenyl)-1a,2,5,5a-tetrahydro-1H-2,3-diaza-cyclopropa[a]pentalene-4-carboxylic acid (4-trifluoromethyl-pyridin-2-yl)-amide